(1,1-dioxo-1,4-thiazinan-4-yl)-(5-methyl-4-nitro-2-pyrrolidin-1-ylphenyl)methanone O=S1(CCN(CC1)C(=O)C1=C(C=C(C(=C1)C)[N+](=O)[O-])N1CCCC1)=O